di(2-propylheptyl) phthalate C(C=1C(C(=O)OCC(CCCCC)CCC)=CC=CC1)(=O)OCC(CCCCC)CCC